5,7-Diphenyl-N-((5,6,7,8-tetrahydroimidazo[1,2-a]pyridin-6-yl)methyl)pyrazolo[1,5-a]pyrimidine-2-carboxamide C1(=CC=CC=C1)C1=NC=2N(C(=C1)C1=CC=CC=C1)N=C(C2)C(=O)NCC2CCC=1N(C2)C=CN1